SCC(C(=O)OCCOCCOC(C(CS)C)=O)C diethylene glycol bis(3-mercapto-2-methylpropionate)